2-amino-3-methyl-N-((1R)-1-(2-pyrimidinyl)ethyl)-N-((5-(trifluoromethyl)-2-pyridinyl)methyl)-1,7-naphthyridine-6-carboxamide NC1=NC2=CN=C(C=C2C=C1C)C(=O)N(CC1=NC=C(C=C1)C(F)(F)F)[C@H](C)C1=NC=CC=N1